NC=1C(=C(C(=CC1)F)CO)Cl (3-amino-2-chloro-6-fluorophenyl)methanol